2-iodomethylbenzyl-triphenyl-phosphonium iodide [I-].ICC1=C(C[P+](C2=CC=CC=C2)(C2=CC=CC=C2)C2=CC=CC=C2)C=CC=C1